(+)-4-chloro-3-hydroxybutyric acid ethyl ester C(C)OC(CC(CCl)O)=O